9-[1-(2,3-difluoroanilino)ethyl]-7-[(3R)-3-(dimethylamino)pyrrolidine-1-carbonyl]-2-morpholino-pyrido[1,2-a]pyrimidin-4-one FC1=C(NC(C)C2=CC(=CN3C2=NC(=CC3=O)N3CCOCC3)C(=O)N3C[C@@H](CC3)N(C)C)C=CC=C1F